N-(trans-4-((4-(5-(methane-sulfonyl)pyridin-3-yl)-5-(trifluoromethyl)pyrimidin-2-yl)amino)cyclohexyl)-N-(5-(2-methoxypyrimidin-5-yl)pyridin-2-yl)butanamide CS(=O)(=O)C=1C=C(C=NC1)C1=NC(=NC=C1C(F)(F)F)N[C@@H]1CC[C@H](CC1)N(C(CCC)=O)C1=NC=C(C=C1)C=1C=NC(=NC1)OC